Cl.C(=O)(O)CCP(CCC(=O)O)CCC(=O)O triscarboxyethyl-phosphine hydrochloride